N[C@@]1(CCCC2=CC(=CC=C12)Br)C(=O)O |r| rac-1-amino-6-bromo-1,2,3,4-tetrahydronaphthalene-1-carboxylic acid